N,N,N-trimethyl-2-(1-oxo-2-propenyl-oxy)ethyl-ammonium chloride [Cl-].C[N+](C)(C)CCOC(C=C)=O